2-(4-(4-(4-(N-((1r,4r)-4-(quinazolin-2-ylamino)cyclohexyl)acetamido)phenyl)-1H-pyrazol-1-yl)piperidin-1-yl)acetic acid N1=C(N=CC2=CC=CC=C12)NC1CCC(CC1)N(C(C)=O)C1=CC=C(C=C1)C=1C=NN(C1)C1CCN(CC1)CC(=O)O